C(C)N(CC)CC1=C(C=CC=C1)B(O)O 2-((DIETHYLAMINO)METHYL)PHENYLBORONIC ACID